C1(CC1)CN1C(=CC2=CC=CC=C12)C1=NC2=C(N1C[C@@H]1CN(CC1)C1=NC(=NC=C1)C)C(=CC(=C2)C(=O)N2C1CCC(C2)C1N)OC 2-{2-[1-(cyclopropylmethyl)-1H-indol-2-yl]-7-methoxy-1-{[(3S)-1-(2-methylpyrimidin-4-yl)pyrrolidin-3-yl]methyl}-1H-1,3-benzodiazole-5-carbonyl}-2-azabicyclo[2.2.1]heptan-7-amine